4-(4-iodopyrazol-1-yl)cyclohexan-1-one IC=1C=NN(C1)C1CCC(CC1)=O